6-(4-Chlorophenyl)-N-(2-hydroxy-3-methoxypropyl)-2-(1-methyl-1H-pyrazol-4-yl)-3-oxo-2,3-dihydropyridazine-4-carboxamide ClC1=CC=C(C=C1)C=1C=C(C(N(N1)C=1C=NN(C1)C)=O)C(=O)NCC(COC)O